N[C@@H]1C[C@H](NC1)C(=O)N1CCN(CC1)C(=O)C1=C(C=C(C=C1)NC=1C=2N(C=CN1)C(=CN2)C2=C(C(=C(C=C2)OC)F)F)C [4-[(2S,4R)-4-aminopyrrolidine-2-carbonyl]piperazin-1-yl]-[4-[[3-(2,3-difluoro-4-methoxyphenyl)imidazo[1,2-a]pyrazin-8-yl]amino]-2-methylphenyl]methanone